3-(3,4-dichlorophenyl)-8-methoxy-9-((1-propioloylpiperidin-4-yl)oxy)-1H-pyrimido[4,5,6-de]quinazolin-2(3H)-one ClC=1C=C(C=CC1Cl)N1C(NC2=C(C(=CC=3C2=C1N=CN3)OC)OC3CCN(CC3)C(C#C)=O)=O